FC1=CC=C(OC[C@H]2N(C3CC([C@@H]2C)C3)C(=O)C=3N=C(SC3C3=NC=CC=C3)C)C=C1 |o1:7,12| (3S,4S) or (3R,4R)-3-[(4-fluorophenoxy)methyl]-4-methyl-2-[2-methyl-5-(pyridin-2-yl)-1,3-thiazole-4-carbonyl]-2-azabicyclo[3.1.1]heptane